Methyl (S)-3-((1-(7,8-dichloro-4-(1H-imidazol-1-yl) quinolin-2-yl) pyrrolidin-2-yl) methoxy)benzoate ClC1=CC=C2C(=CC(=NC2=C1Cl)N1[C@@H](CCC1)COC=1C=C(C(=O)OC)C=CC1)N1C=NC=C1